C1(CCC1)C1=C(C=C(CN2CC(NCC2)C2=C(C=CC=C2)C(C)C)C=C1)OC 1-(4-cyclobutyl-3-methoxybenzyl)-3-(2-isopropylphenyl)piperazine